O.[Rn] radon water